2-[3-Chloro-6-[5-Methyl-1-[(3RS,4SR)-3-methyl-4-piperidyl]triazol-4-yl]pyrazolo[1,5-a]pyridin-4-yl]oxy-2-(5-fluoro-2-pyridyl)ethanol HCl Cl.ClC=1C=NN2C1C(=CC(=C2)C=2N=NN(C2C)[C@@H]2[C@@H](CNCC2)C)OC(CO)C2=NC=C(C=C2)F |r|